ethyl (R)-6-(3-methylmorpholino)-1H-pyrazolo[3,4-b]pyridine-4-carboxylate C[C@@H]1COCCN1C=1C=C(C2=C(N1)NN=C2)C(=O)OCC